FC(C(=O)O)(F)F.CN1N=CC(=C1)C(=O)N 1-methyl-1H-pyrazole-4-carboxamide trifluoroacetate